O=C1N(CCC(N1)=O)C1=CC(=C(CN(C=2SC(=C(N2)C)C2=NC(=NC=C2F)NC=2C=C(C=CC2)S(=O)(=O)N)C)C=C1)F 3-((4-(2-((4-(2,4-dioxotetrahydropyrimidin-1(2H)-yl)-2-fluorobenzyl)(methyl)amino)-4-methylthiazol-5-yl)-5-fluoropyrimidin-2-yl)amino)benzenesulfonamide